2-(3-hydroxyazetidin-1-yl)-N-[(3R,5S)-5-methyl-1-[8-(trifluoromethyl)quinoxalin-5-yl]Piperidin-3-yl]Acetamide OC1CN(C1)CC(=O)N[C@H]1CN(C[C@H](C1)C)C1=C2N=CC=NC2=C(C=C1)C(F)(F)F